threonyl-N-acetyl-muramyl-L-alanyl-D-isoglutamine N[C@@H]([C@H](O)C)C(=O)[C@](N(C(C)=O)C1[C@H](N)[C@@H](O[C@@H](C(=O)O)C)[C@H](O)[C@H](O1)CO)(C)C(=O)N[C@H](CCC(=O)O)C(N)=O